C(C)OC(=O)C1C2C3C=CC3C(C1)(C=C2)NC(=O)OCC2=CC=CC=C2 (((benzyloxy)carbonyl)amino)tricyclo[4.2.2.02,5]deca-3,9-diene-7-carboxylic acid ethyl ester